N-(3-(3-(4-Fluorophenyl)-4-oxo-3,4-dihydrophthalazin-1-yl)phenyl)dimethylsulfamoylamide FC1=CC=C(C=C1)N1N=C(C2=CC=CC=C2C1=O)C=1C=C(C=CC1)[N-]S(N(C)C)(=O)=O